C(C)(C)(C)C1=NC(=NO1)C(=O)NCC1=C(C=C(C=C1)C1=NC=NN2C1=CC(=C2)CCCCN2CCC(CC2)C2=CC=C(C=C2)N2C(NC(CC2)=O)=O)C 5-tert-butyl-N-[[4-[6-[4-[4-[4-(2,4-dioxohexahydropyrimidin-1-yl)phenyl]-1-piperidyl]butyl]pyrrolo[2,1-f][1,2,4]triazin-4-yl]-2-methyl-phenyl]methyl]-1,2,4-oxadiazole-3-carboxamide